dotriacontanyl peroxydicarbonate C(=O)(OCCCCCCCCCCCCCCCCCCCCCCCCCCCCCCCC)OOC(=O)[O-]